SCCC(=O)OCCOCCOCCOCCOC(CCS)=O tetraethylene glycol e-bis(3-mercaptopropionate)